tromethamine (tromethamine) salt NC(CO)(CO)CO.NC(CO)(CO)CO